CC(CC(C(=O)O)=O)C 4-Methyl-2-Oxovaleric acid